N-[(1s,4s)-4-{[2-(trifluoromethyl)imidazo[1,2-a]pyridin-5-yl]amino}cyclohexyl]-1-(2,2,2-trifluoroethyl)-1H-pyrazole-5-carboxamide FC(C=1N=C2N(C(=CC=C2)NC2CCC(CC2)NC(=O)C2=CC=NN2CC(F)(F)F)C1)(F)F